2,4-dichloro-5-{2-[4-(trifluoromethyl)phenyl]ethoxy}phenyl 2,2,2-trifluoroethyl sulfoxide FC(CS(=O)C1=C(C=C(C(=C1)OCCC1=CC=C(C=C1)C(F)(F)F)Cl)Cl)(F)F